C(C)(C)(C)OC(=O)N(C(OC(C)(C)C)=O)C1=C2C(=C3C(=N1)C=CS3)N(C(=N2)CCCC)CC2=CC=C(C=C2)CNC(=O)OC(C)(C)C tert-butyl (tert-butoxycarbonyl)(1-(4-(((tert-butoxycarbonyl)amino)methyl)benzyl)-2-butyl-1H-imidazo[4,5-d]thieno[3,2-b]pyridin-4-yl)carbamate